BrC=1C=CC(=NC1)N1CC(CCC1)C=1C=C(C=CC1)C 5-bromo-2-(3-(m-tolyl)piperidin-1-yl)pyridine